6'-(tert-butoxy)-2''-chloro-5''-methyl-2-(trifluoromethyl)-3,2':4',4''-terpyridine C(C)(C)(C)OC1=CC(=CC(=N1)C=1C(=NC=CC1)C(F)(F)F)C1=CC(=NC=C1C)Cl